(diphenyltriazinyl)[phenyl(dimethylfluorenyl)dibenzothiopheneyl]benzene C1(=CC=CC=C1)C1=C(C(=NN=N1)C1=C(C=CC=C1)C1=C(C(=CC=2SC3=C(C21)C=CC=C3)C3=CC=CC=C3)C3=C(C(=CC=2C1=CC=CC=C1CC32)C)C)C3=CC=CC=C3